OCC1CCN(CC1)C=1C=CC(=NC1)C(=O)OC methyl 5-(4-(hydroxymethyl)piperidin-1-yl)picolinate